(3S)-1-[2-[4-(2-Chlorophenyl)-2-oxo-chromen-7-yl]oxybutanoyl]piperidin ClC1=C(C=CC=C1)C1=CC(OC2=CC(=CC=C12)OC(C(=O)N1CCCCC1)CC)=O